(R)-tert-butyl 2-(((3-chloropyridin-2-yl) oxy) methyl)pyrrolidine-1-carboxylate tert-butyl-(R)-2-(hydroxymethyl)pyrrolidine-1-carboxylate C(C)(C)(C)OC(=O)N1[C@H](CCC1)CO.ClC=1C(=NC=CC1)OC[C@@H]1N(CCC1)C(=O)OC(C)(C)C